1-(2-(3,8-diazabicyclo[3.2.1]octan-8-yl)-7,7-dimethyl-6,7-dihydrothiazolo[5,4-c]pyridin-5(4H)-yl)-2-methylpropan-1-one C12CNCC(CC1)N2C=2SC=1CN(CC(C1N2)(C)C)C(C(C)C)=O